aminomethyl-coumarinE NCC=1C(OC2=CC=CC=C2C1)=O